4-(3-(4-(3-(1H-imidazol-1-yl)propanamido)-2,6-dimethylphenoxy)-5-methylphenyl)-N-ethyl-6-methyl-7-oxo-6,7-dihydro-1H-pyrrolo[2,3-c]pyridine-2-carboxamide N1(C=NC=C1)CCC(=O)NC1=CC(=C(OC=2C=C(C=C(C2)C)C=2C3=C(C(N(C2)C)=O)NC(=C3)C(=O)NCC)C(=C1)C)C